1-chloro-7-(difluoromethyl)-3-methyldibenzo[b,f][1,4]oxazepine ClC1=CC(=CC2=C1C=NC1=C(O2)C=C(C=C1)C(F)F)C